C(C)(C)(C)[S@@](=O)N[C@H]([C@H](C(=O)O)F)C1=CC(=CC=C1)F (2R,3S)-3-(((R)-tert-butylsulfinyl)amino)-2-fluoro-3-(3-fluorophenyl)propionic acid